p-phenyleneether C12=CC=C(C=C1)O2